(4-{4-[(2,6-Dioxopiperidin-3-yl)amino]-2-fluorophenyl}piperazin-1-yl)carboxylic acid tert-butyl ester C(C)(C)(C)OC(=O)N1CCN(CC1)C1=C(C=C(C=C1)NC1C(NC(CC1)=O)=O)F